C1=CC(=CC=C1C(F)(F)F)Cl p-Chlorobenzotrifluoride